BrC1=CC2=NC(=C3C(=C2S1)N(C(=N3)CCCN3CCOCC3)C)C 4-(3-(7-bromo-1,4-dimethyl-1H-imidazo[4,5-d]thieno[3,2-b]pyridin-2-yl)propyl)morpholine